C(#N)C1=CC(=NC=C1C)C(=O)NC1=CC(=C(C=C1)C)NC1=NC=CC=C1C1=C2N=CN(C2=NC=N1)C1OCCCC1 4-cyano-5-methyl-N-(4-methyl-3-((3-(9-(tetrahydro-2H-pyran-2-yl)-9H-purin-6-yl)pyridin-2-yl)amino)phenyl)picolinamide